NC=1C(=CC(=NC1)NC(C)=O)NC1=NC(=CC(=C1)C)[C@@]1(COCC1)OC (S)-N-(5-Amino-4-((6-(3-methoxytetrahydrofuran-3-yl)-4-methylpyridin-2-yl)amino)pyridin-2-yl)acetamide